2-(1,8-diethyl-4,9-dihydro-3H-pyrano[3,4-b]indol-1-yl)acetic acid C(C)C1(OCCC2=C1NC1=C(C=CC=C21)CC)CC(=O)O